CNC=1N=CC(=C2C=C(N=CC12)C1(CC1)C(=O)N)C1=NN2C(O1)=CN=C2C (8-(methylamino)-5-(5-methylimidazo[5,1-b][1,3,4]oxadiazol-2-yl)-2,7-naphthyridin-3-yl)cyclopropanecarboxamide